C1(CCCCC1)C[C@H](C(=O)N1CC(C(CC1)(O)CN1C=NC(=CC1=O)C1=CC(=CC=C1)CO)(C)C)C 3-((1-((R)-3-cyclohexyl-2-methylpropionyl)-4-hydroxy-3,3-dimethylpiperidine-4-Yl)methyl)-6-(3-(hydroxymethyl)phenyl)pyrimidin-4(3H)-one